C(C)(C)C1(N=C(NC1=O)C1=C(C(=O)O)C=CC=N1)C 2-(4-isopropyl-4-methyl-5-oxo-2-imidazolin-2-yl)nicotinic acid